2,2-di(5-methyl-2-tetrahydrofuranyl)propane CC1CCC(O1)C(C)(C)C1OC(CC1)C